ClC=1C=C2C(N(CN(C2=CC1)C1=C(C=C(C=C1)F)NC)C1=C(NC(C=C1)=O)C)=O 6-chloro-1-(4-fluoro-2-(methylamino)phenyl)-3-(2-methyl-6-oxo-1,6-dihydropyridin-3-yl)-2,3-dihydroquinazolin-4(1H)-one